trimethylallyl ether CC(C=C(C)C)OC(C=C(C)C)C